ethyl (E)-3-(2-amino-3-chlorophenyl)acrylate NC1=C(C=CC=C1Cl)/C=C/C(=O)OCC